FC(C(=O)O)(F)F.C1(=CC=CC2=CC=CC=C12)CNC([C@@H](C)C(C(=O)N)CCC(=O)N)=O ((S)-1-((naphthalen-1-ylmethyl)amino)-1-oxopropan-2-yl)glutaramide 2,2,2-trifluoroacetate